4-iodo-2,3,5,6-tetrafluorophenylphosphine oxide IC1=C(C(=C(C(=C1F)F)[PH2]=O)F)F